FC1=CC=C(CNC=2C=CC3=C(C=C(O3)C(=O)NC3=CC(=C(C=C3)C(F)(F)F)C)C2)C=C1 5-((4-fluorobenzyl)amino)-N-(3-methyl-4-(trifluoromethyl)phenyl)benzofuran-2-carboxamide